N-(4-(5-(difluoromethyl)-1,3,4-oxadiazol-2-yl)-2-fluorobenzyl)-N-(4-fluorophenyl)-6-(oxetan-3-yl)-2,6-diazaspiro[3.3]heptane-2-thioamide FC(C1=NN=C(O1)C1=CC(=C(CN(C(=S)N2CC3(C2)CN(C3)C3COC3)C3=CC=C(C=C3)F)C=C1)F)F